FC(C1=NC(=NO1)C1=CC=C(C=C1)NC(=O)C1CC1)(F)F N-[4-[5-(Trifluoromethyl)-1,2,4-oxadiazol-3-yl]phenyl]-cyclopropanecarboxamide